ClC1=C(C=C2CCN(CC2=C1)C)NC1=NC=C(C(=N1)C1=CC2=C(C(N(CCS2(=O)=O)C2CCC2)=O)S1)C(F)(F)F 7-(2-((7-chloro-2-methyl-1,2,3,4-tetrahydroisoquinolin-6-yl)amino)-5-(trifluoromethyl)pyrimidin-4-yl)-4-cyclobutyl-3,4-dihydrothieno[2,3-f][1,4]thiazepin-5(2H)-one 1,1-dioxide